tert-butyl (R)-(1-((5-bromo-1-(difluoromethyl)-2-oxo-1,2-dihydropyridin-3-yl)oxy)propan-2-yl)carbamate BrC=1C=C(C(N(C1)C(F)F)=O)OC[C@@H](C)NC(OC(C)(C)C)=O